N-(9-Azabicyclo[3.3.1]nonan-3-yl)-5-(7-fluoro-2-methyl-2H-indazol-5-yl)-N-methyl[1,3]thiazolo[5,4-b]pyridin-2-amin C12CC(CC(CCC1)N2)N(C=2SC1=NC(=CC=C1N2)C2=CC1=CN(N=C1C(=C2)F)C)C